ClC=1C=C(C=C(C1)Cl)C1=C(C=CC=C1)S 3,5-dichlorophenyl-thiophenol